C(C1=CC=CC=C1)(C1=CC=CC=C1)C1=C(C(C=C(C1=O)O)=O)O 3-benzhydryl-2,5-dihydroxybenzoquinone